4-(3-chloro-4-fluoro-2-methoxy-phenyl)-2-methyl-2-(trifluoromethyl)-3H-furan-5-carboxylic acid ethyl ester C(C)OC(=O)C1=C(CC(O1)(C(F)(F)F)C)C1=C(C(=C(C=C1)F)Cl)OC